1-methyl-4-[4-(2-methylquinolin-6-yl)piperidin-1-yl]-2-oxo-1,2-dihydroquinoline-3-carbonitrile CN1C(C(=C(C2=CC=CC=C12)N1CCC(CC1)C=1C=C2C=CC(=NC2=CC1)C)C#N)=O